(3-(2-(2-Aminoethoxy)ethoxy)propionylamino)-N-(4,5-dimethylthiazol-2-yl)cyclohexane-1-carboxamide NCCOCCOCCC(=O)NC1(CCCCC1)C(=O)NC=1SC(=C(N1)C)C